3-((1H-indazol-4-yl)methyl)-7-((6-fluoropyridin-2-yl)oxy)-5-methyl-3,5-dihydro-4H-pyridazino[4,5-b]indol-4-one N1N=CC2=C(C=CC=C12)CN1N=CC2=C(N(C=3C=C(C=CC23)OC2=NC(=CC=C2)F)C)C1=O